ClC1=CC=C(C(=N1)C(=O)O)NC(C)C=1C=C(C=C2C(N(C(=NC12)N1CC(CC1)(F)F)CC)=O)C 6-Chloro-3-((1-(2-(3,3-difluoropyrrolidin-1-yl)-3-ethyl-6-methyl-4-oxo-3,4-dihydro-quinazolin-8-yl)ethyl)amino)picolinic acid